CC1N(CCCNC1)C1=NC=CC(=N1)NC=1C=C2C=NNC2=CC1 N-(2-(2-methyl-1,4-diazepan-1-yl)pyrimidin-4-yl)-1H-indazol-5-amine